(4S,5R)-5-[3,5-bis(trifluoromethyl)phenyl]-N-[(3-methoxypyridin-2-yl)methyl]-4-methyl-2-oxo-1,3-oxazolidine-3-carboxamide FC(C=1C=C(C=C(C1)C(F)(F)F)[C@@H]1[C@@H](N(C(O1)=O)C(=O)NCC1=NC=CC=C1OC)C)(F)F